2-((5-(1-(((1s,4s)-4-(((tert-butyldimethylsilyl)oxy)methyl)cyclohexyl)methyl)piperidin-4-yl)pyridin-2-yl)amino)-8-cyclopentyl-6-(difluoromethyl)pyrido[2,3-d]pyrimidin-7(8H)-one [Si](C)(C)(C(C)(C)C)OCC1CCC(CC1)CN1CCC(CC1)C=1C=CC(=NC1)NC=1N=CC2=C(N1)N(C(C(=C2)C(F)F)=O)C2CCCC2